(1R,5S,6r)-3-(5-(3-cyano-6-(2-hydroxy-2-methylpropoxy)pyrazolo[1,5-a]pyridin-4-yl)pyridin-2-yl)-3-azabicyclo[3.1.0]hexane-6-carboxylic acid C(#N)C=1C=NN2C1C(=CC(=C2)OCC(C)(C)O)C=2C=CC(=NC2)N2C[C@H]1C([C@H]1C2)C(=O)O